1,1-dimethylbutyl carbamate C(N)(OC(CCC)(C)C)=O